methyl 2-((1S)-1-(4-(2-(5-chloropyridin-2-yl)-2-methylbenzo[d][1,3]dioxol-4-yl)-3,6-dihydropyridin-1(2H)-yl) ethyl)-3-(((S)-oxetan-2-yl) methyl)-3H-imidazo[4,5-b]pyridine-5-carboxylate ClC=1C=CC(=NC1)C1(OC2=C(O1)C=CC=C2C=2CCN(CC2)[C@@H](C)C2=NC=1C(=NC(=CC1)C(=O)OC)N2C[C@H]2OCC2)C